5-bromo-7-((ethoxycarbonyl)amino)quinazoline-1(2H)-carboxylic acid ethyl ester C(C)OC(=O)N1CN=CC2=C(C=C(C=C12)NC(=O)OCC)Br